C(C=C(C)C)OC(C=CCC)=O pentenoic acid prenyl ester